(S)-N-(2-(tert-butyldimethylsilyloxy)-1-(3-chloro-2-fluorophenyl)ethyl)-2-chloroacetamide [Si](C)(C)(C(C)(C)C)OC[C@H](C1=C(C(=CC=C1)Cl)F)NC(CCl)=O